FC(C=1C=C(CN2CCN3N=C(C(=C32)C(=O)N[C@@H](C)C3=CC=C(C(=O)OC)C=C3)C=C)C=CC1)(F)F Methyl (S)-4-(1-(1-(3-(trifluoromethyl)benzyl)-6-vinyl-2,3-dihydro-1H-imidazo[1,2-b]pyrazole-7-carboxamido)ethyl)benzoate